C(C(C)C)(=O)N1CC2=CC=C(C=C2CC1)SCCC(=O)OCC(CCCC)CC 2-Ethylhexyl 3-((2-isobutyryl-1,2,3,4-tetrahydroisoquinolin-6-yl)thio)propanoate